2-Methyl-5-(2-methylpyridin-3-yl)-7-(trifluoromethyl)imidazo[1,2-a]quinoxalin-4(5H)-one CC=1N=C2N(C3=CC=C(C=C3N(C2=O)C=2C(=NC=CC2)C)C(F)(F)F)C1